CC1=CC=C(C=C1)SP(CCCC)(C1=CC=CC=C1)=O S-(4-methylphenyl)thiophenyl-n-butyl-phosphorus oxide